ClC=1C(=NC(=NC1)NC1=C(C=C(C=C1)N1C[C@@H]2CN(C[C@@H]2C1)C)OC(F)F)NC1=C(SC=C1)C(=O)N 3-((5-chloro-2-((2-(difluoromethoxy)-4-((3aR,6aS)-5-methylhexahydropyrrolo[3,4-c]pyrrol-2(1H)-yl)phenyl)amino)pyrimidin-4-yl)amino)thiophene-2-carboxamide